2-amino-4-(2-fluoro-4-(1-phenyl-5-(trifluoromethyl)-1H-pyrazole-4-carboxamido)phenoxy)pyridine NC1=NC=CC(=C1)OC1=C(C=C(C=C1)NC(=O)C=1C=NN(C1C(F)(F)F)C1=CC=CC=C1)F